2-methyl-inden CC=1CC2=CC=CC=C2C1